N7-(cis-3-methoxycyclobutyl)pyrazolo[1,5-a]pyrimidine-3,7-dicarboxamide CO[C@H]1C[C@H](C1)NC(=O)C1=CC=NC=2N1N=CC2C(=O)N